6-(5,5-dimethyl-2,5-dihydrofuran-3-yl)quinoline-4-carboxylic acid CC1(C=C(CO1)C=1C=C2C(=CC=NC2=CC1)C(=O)O)C